indene propionate C(CC)(=O)O.C1C=CC2=CC=CC=C12